C(C)(C)(C)N[SiH](NC(C)(C)C)NC(C)(C)C N,N',N''-tri-tert-butyl-silanetriamine